CC1(OB(OC1(C)C)C1=CC=CC=2N(CCOC21)C(=O)OCC2=CC=CC=C2)C benzyl 8-(4,4,5,5-tetramethyl-1,3,2-dioxaborolan-2-yl)-2,3-dihydro-1,4-benzoxazine-4-carboxylate